1-(3-(((3-((2-((3S,4R)-3-fluoro-4-hydroxy-3-methylpiperidin-1-yl)pyrimidin-4-yl)amino)-5-isopropylisoquinolin-8-yl)oxy)methyl)azetidin-1-yl)ethan-1-one F[C@]1(CN(CC[C@H]1O)C1=NC=CC(=N1)NC=1N=CC2=C(C=CC(=C2C1)C(C)C)OCC1CN(C1)C(C)=O)C